phenyl (4-methyl-5-(2-methylpyrrolidin-1-yl) pyridin-2-yl)carbamate CC1=CC(=NC=C1N1C(CCC1)C)NC(OC1=CC=CC=C1)=O